(4-(2-(2,6-dioxopiperidin-3-yl)-1-oxoisoindolin-4-yl)but-3-yn-1-yl)-6-methoxypicolinamide O=C1NC(CCC1N1C(C2=CC=CC(=C2C1)C#CCCC=1C(=NC(=CC1)OC)C(=O)N)=O)=O